(2Z,4E,6E,8E)-phenyl 9-(3-(1H-imidazol-1-yl)-2,6,6-trimethylcyclohex-1-en-1-yl)-3,7-dimethylnona-2,4,6,8-tetraenoate N1(C=NC=C1)C1C(=C(C(CC1)(C)C)/C=C/C(=C/C=C/C(=C\C(=O)OC1=CC=CC=C1)/C)/C)C